C(C)C=1C=C(NCCN2C=COC3=C2C=CC=C3)C=CC1 N-(2-(3-ethylanilino)ethyl)-1,4-benzoxazine